CN(NC(CCC(=O)O)=O)C butanedioic acid mono(2,2-dimethylhydrazide)